(R)-2-((1-(3-cyano-2-(1,1-difluoro-6-azaspiro[2.5]octan-6-yl)-7-methyl-4-oxo-4H-pyrido[1,2-a]pyrimidin-9-yl)ethyl)amino)benzoic acid C(#N)C1=C(N=C2N(C1=O)C=C(C=C2[C@@H](C)NC2=C(C(=O)O)C=CC=C2)C)N2CCC1(CC1(F)F)CC2